6-bromo-2-methyl-5-(trifluoro-methyl)pyridazin-3(2H)-one BrC=1C(=CC(N(N1)C)=O)C(F)(F)F